(S)-2-(4-(2-(1-Cyclopropylethyl)-7-(methylsulfonyl)-1-oxoisoindolin-5-yl)pyridin-2-yl)-N,4-dimethyl-1H-imidazole C1(CC1)[C@H](C)N1C(C2=C(C=C(C=C2C1)C1=CC(=NC=C1)C=1N(C=C(N1)C)C)S(=O)(=O)C)=O